3-[1-isopropyl-3-methyl-7-[(1-methylpyrazol-4-yl)methylamino]pyrazolo[4,3-b]pyridin-5-yl]-5-methyl-oxazolidin-2-one C(C)(C)N1N=C(C2=NC(=CC(=C21)NCC=2C=NN(C2)C)N2C(OC(C2)C)=O)C